OC1=C(C=CC(=C1O)O)C(C)(C)C1=C(C(=C(C=C1)O)O)O 2,2-bis(2,3,4-trihydroxyphenyl)propane